The molecule is a pentacyclic triterpenoid that is 9beta,19-cyclolanost-24-ene substituted by an oxo group at position 3 and hydroxy groups at positions 7 and 23. It has been isolated from the leaves of Combretum quadrangulare. It has a role as a plant metabolite. It is a diol, a pentacyclic triterpenoid, a cyclic terpene ketone and a 3-oxo-5alpha-steroid. It derives from a hydride of a cycloartane. C[C@H](C[C@H](C=C(C)C)O)[C@H]1CC[C@@]2([C@@]1(CC[C@]34[C@H]2[C@H](C[C@@H]5[C@]3(C4)CCC(=O)C5(C)C)O)C)C